NC1=C2C(=NC(=N1)Cl)N(N=C2)CC=2C=C(C=O)C=C(C2)CCN2C(C=CC(=C2)CO)=O 3-((4-amino-6-chloro-1H-pyrazolo[3,4-d]pyrimidin-1-yl)methyl)-5-(2-(5-(hydroxymethyl)-2-oxopyridine-1(2H)-yl)ethyl)benzaldehyde